FC=1C=C(CNC(=O)C2=CNC3=CC(=CC=C23)C=2C=NNC2)C=CC1F N-(3,4-difluorobenzyl)-6-(1H-pyrazol-4-yl)-1H-indole-3-carboxamide